(R)-N-{(1S)-1-[(1R,5S,8S)-3-benzyl-3-azabicyclo[3.2.1]oct-8-yl]ethyl}-2-methylpropan-2-sulfinamide C(C1=CC=CC=C1)N1C[C@@H]2CC[C@H](C1)C2[C@H](C)N[S@](=O)C(C)(C)C